COC=1C=CC=2NC3=CC=CC(=C3C2C1OC)OC 3,4,5-trimethoxycarbazole